methyl 2-[4-[6-[5-(6-methyl-2-pyridyl)-1H-imidazol-4-yl]-3-quinolyl]piperazin-2-yl]acetate CC1=CC=CC(=N1)C1=C(N=CN1)C=1C=C2C=C(C=NC2=CC1)N1CC(NCC1)CC(=O)OC